azo diethyl dicarbonate C(ON=NOC(OCC)=O)(OCC)=O